C(C1=CC=CC=C1)N1N=CC(=C1)[C@@H]1N(C[C@H](CC1)CC)C(=O)OC(C)(C)C tert-butyl (2R,5S)-2-(1-benzylpyrazol-4-yl)-5-ethyl-piperidine-1-carboxylate